Cl.NC1=CC=CC=C1 aniline-hydrochloride salt